COC([C@@H](NC(CCCCCCCCCCCCCCC)=O)CC1=CC=CC=C1)=O N-palmitoyl-phenylalanine methyl ester